4-(4-(6-isopropyl-5-(7-methyl-[1,2,4]triazolo[1,5-a]pyridin-6-yl)-4H-pyrrolo[3,2-d]thiazol-2-yl)cyclohexyl)-1,4-oxaazepan C(C)(C)C1=C(NC2=C1N=C(S2)C2CCC(CC2)N2CCOCCC2)C=2C(=CC=1N(C2)N=CN1)C